ClC1=C(C=CC2=C1C(=NCC(N2)=O)C2=C(C=CC=C2F)F)C(F)(F)F 6-chloro-5-(2,6-difluorophenyl)-7-(trifluoromethyl)-1,3-dihydro-1,4-benzodiazepine-2-one